6-((1,3,4-thiadiazol-2-yl)methyl)-2-((1H-pyrazol-3-yl)methyl)-4-methyl-4,6-dihydro-5H-thiazolo[5',4':4,5]pyrrolo[2,3-d]pyridazin-5-one S1C(=NN=C1)CN1N=CC2=C(C1=O)N(C1=C2SC(=N1)CC1=NNC=C1)C